2-cyclobutyl-5-phenyl-2,5,6,7-tetrahydro-3H-pyrrolo[2,1-c][1,2,4]triazol-3-one C1(CCC1)N1N=C2N(C1=O)C(CC2)C2=CC=CC=C2